O1C(CCCC1)OC1(CC1)CO (1-((tetrahydro-2H-pyran-2-yl)oxy)cyclopropyl)methanol